Methyl-Glucose Dioleat C(CCCCCCC\C=C/CCCCCCCC)(=O)O.C(CCCCCCC\C=C/CCCCCCCC)(=O)O.CC(=O)[C@H](O)[C@@H](O)[C@H](O)[C@H](O)CO